tert-butyl 4-[3-(2-fluoro-3-tetrahydropyran-2-yloxy-phenyl)prop-2-ynoxy]piperidine-1-carboxylate FC1=C(C=CC=C1OC1OCCCC1)C#CCOC1CCN(CC1)C(=O)OC(C)(C)C